O1CCN(CC1)C1=CC2=C(N=CO2)C2=CC=CC=C12 5-morpholinonaphtho[1,2-d]oxazole